C1(=NC=CC2=CC=CC=C12)C(=O)NCC1=NOC(C1)(C(=O)OC)C1(CC1)C1=CC=CC=C1 methyl 3-((isoquinoline-1-carboxamido)methyl)-5-(1-phenylcyclopropyl)-4,5-dihydroisoxazole-5-carboxylate